C(=CC1=CC=CC=C1)CC(C(=O)OC=CCCCC)=C butylvinyl styrenemethacrylate